O=C1C=2C=CC=NC2C=C(N1)C(=O)O 5-oxo-5,6-dihydro-[1,6]Naphthyridine-7-carboxylic acid